NC[C@@H]1OC(N2[C@H]1OC1=C(C2)C=C(C=C1)C=1C=NC=CC1)=O (3s,3as)-3-(aminomethyl)-7-(pyridin-3-yl)-3,3a-dihydro-1h,9h-benzo[e]oxazolo[4,3-b][1,3]oxazin-1-one